Isocitric Acid Isocitrate C(C(O)C(C(=O)O)CC(=O)O)(=O)O.C(C(O)C(C(=O)O)CC(=O)O)(=O)O